6-PHENYL-1H-PYRROLO[2,3-B]PYRIDINE-5-BORONIC ACID C1(=CC=CC=C1)C1=C(C=C2C(=N1)NC=C2)B(O)O